(diethylphenoxy)methyl-phenol C(C)C=1C(=C(OCC2=C(C=CC=C2)O)C=CC1)CC